1-(2,5-difluoropyridin-3-yl)ethyl (4-(5-(6-cyclopropyl nicotinamido)pyridin-2-yl)-1-methyl-1H-1,2,3-triazol-5-yl)carbamate C1(CC1)C1=NC=C(C(=O)NC=2C=CC(=NC2)C=2N=NN(C2NC(OC(C)C=2C(=NC=C(C2)F)F)=O)C)C=C1